C1(CC1)NC(=O)C1=CC=C(C=C1)B(O)O 4-(CYCLOPROPYLAMINOCARBONYL)PHENYLBORONIC ACID